NC[C@@H]1CN(CC1)C=1C=CC=2N(C(C=C(N2)C2=NN3C(C(=NC(=C3)C)C)=C2)=O)C1 7-[(3R)-3-(aminomethyl)pyrrolidin-1-yl]-2-(4,6-dimethylpyrazolo[1,5-a]pyrazin-2-yl)-4H-pyrido[1,2-a]pyrimidin-4-one